6-(2-(isopropylamino)-7H-pyrrolo[2,3-d]pyrimidin-5-yl)-4,4-dimethyl-3,4-dihydroisoquinolin-1(2H)-one C(C)(C)NC=1N=CC2=C(N1)NC=C2C=2C=C1C(CNC(C1=CC2)=O)(C)C